O=C1NC(CCC1N1C(C2=CC=CC(=C2C1=O)OCC(=O)NCCOCCO)=O)=O 2-((2-(2,6-Dioxopiperidin-3-yl)-1,3-dioxoisoindolin-4-yl)oxy)-N-(2-(2-hydroxyethoxy)-ethyl)acetamide